OC1(CCN(CC1)C(=O)NC1=CN=C2C(=N1)C(=NC=C2C2=CC=CC=C2)OC)C 4-hydroxy-N-[5-methoxy-8-phenylpyrido[3,4-b]pyrazin-3-yl]-4-methylpiperidine-1-carboxamide